OC=1C=C(C=CC1C)[C@H]1N(C[C@@H](CC1)C)C(C(=O)NC=1C=C(C(=NC1)NC(OC(C)(C)C)=O)C)=O tert-Butyl N-[5-[[2-[(2S,5R)-2-(3-hydroxy-4-methyl-phenyl)-5-methyl-1-piperidyl]-2-oxo-acetyl] amino]-3-methyl-2-pyridyl]carbamate